C(C1=CC=CC=C1)OC1=C(/C=C/C2=CC=C(S2)C=O)C=CC(=C1)N(CCCCO)CCCC (E)-5-[2-(benzyloxy)-4-[butyl-(4-hydroxybutyl)amino]styryl]thiophene-2-carbaldehyde